COCCCNCC(=O)O 2-[(3-METHOXYPROPYL)AMINO]ACETIC ACID